FC(C1=C(C=C(C=C1)CP(OCC)(OCC)=O)C#C[Si](C)(C)C)(F)F diethyl [4-(trifluoromethyl)-3-[2-(trimethylsilyl)ethynyl]phenyl]methylphosphonate